N[C@@H](C(C1CC1)C1CC1)C=1N=C2N(N=C(C=C2)CC2(C(NCC2C(F)(F)F)=O)C(=O)OC)C1 methyl 3-((2-((S)-1-amino-2,2-dicyclopropylethyl)imidazo[1,2-b]pyridazin-6-yl)methyl)-2-oxo-4-(trifluoromethyl)pyrrolidine-3-carboxylate